(2S,3R,4R,5S)-1-(2,6-difluoro-4-(prop-1-en-2-yl)phenethyl)-2-(hydroxymethyl)piperidine-3,4,5-triol FC1=C(CCN2[C@H]([C@H]([C@@H]([C@H](C2)O)O)O)CO)C(=CC(=C1)C(=C)C)F